6-(2-amino-5-(3-((dimethylamino)methyl)-2-fluoro-4-morpholinophenyl)-6-fluoropyridin-3-yl)-7-fluoro-3,4-dihydroisoquinolin-1(2H)-one NC1=NC(=C(C=C1C=1C=C2CCNC(C2=CC1F)=O)C1=C(C(=C(C=C1)N1CCOCC1)CN(C)C)F)F